C(N)(=O)C=1C(=NC(=C(C(=O)O)C1C=1SC(=CC1)C(NCC1=CC(=C(C=C1)F)F)=O)CCC1=CC=C(C=C1)F)CC(C)C 5-carbamoyl-4-(5-((3,4-difluorobenzyl)carbamoyl)thiophen-2-yl)-2-(4-fluorophenethyl)-6-isobutylnicotinic acid